racemic-tert-butyl 4-(4-((2,6-dioxopiperidin-3-yl)amino)-2-fluorophenyl)piperidine-1-carboxylate O=C1NC(CC[C@H]1NC1=CC(=C(C=C1)C1CCN(CC1)C(=O)OC(C)(C)C)F)=O |r|